C(#N)CC=1C=C(C(=C(C#N)C1)C(C)O)C1=CC2=C(NC(=N2)C)C=C1 5-cyanomethyl-2-(1-hydroxyethyl)-3-(2-methyl-1H-benzimidazol-5-yl)benzonitrile